(R)-3-((4-chloro-5,6,7,8-tetrahydrophthalazin-1-yl)amino)piperidine-1-carboxylic acid tert-butyl ester C(C)(C)(C)OC(=O)N1C[C@@H](CCC1)NC1=NN=C(C=2CCCCC12)Cl